C(#N)C[C@@H](C1=CC=C(C=C1)S(=O)(=O)CC)NC(C1=C(C=C(C=C1)N1C[C@H](CC1)OC1=CC=C(C=C1)C(F)(F)F)F)=O N-((S)-2-cyano-1-(4-(ethylsulfonyl)phenyl)ethyl)-2-fluoro-4-((S)-3-(4-(trifluoromethyl)phenoxy)pyrrolidin-1-yl)benzamide